1-(5-bromo-2-methoxyphenyl)adamantane BrC=1C=CC(=C(C1)C12CC3CC(CC(C1)C3)C2)OC